1-((3R,4S)-3-fluoro-4-((4-methoxy-5-(1-(2,2,2-trifluoroethyl)-1H-benzo[d][1,2,3]triazol-6-yl)pyrrolo[2,1-f][1,2,4]triazin-2-yl)amino)piperidin-1-yl)-2-hydroxyethan-1-one F[C@@H]1CN(CC[C@@H]1NC1=NN2C(C(=N1)OC)=C(C=C2)C=2C=CC1=C(N(N=N1)CC(F)(F)F)C2)C(CO)=O